2-[4,5-dihydro-4-methyl-4-(1-methylethyl)-5-oxo-1H-imidazol-2-yl]-3-quinolinecarboxylic acid CC1(N=C(NC1=O)C1=NC2=CC=CC=C2C=C1C(=O)O)C(C)C